methyl-cyclohexanecarboxamide CC1(CCCCC1)C(=O)N